N-(3,4-dichloro-1H-indol-7-yl)-1-methyl-pyrazole-4-sulfonamide ClC1=CNC2=C(C=CC(=C12)Cl)NS(=O)(=O)C=1C=NN(C1)C